CO[Si](CCCNCCNCCCC(=O)O)(OC)OC.NCCNCCNCCC 1,4,7-triazadecane 9-trimethoxysilyl-3,6-diazanonylacetate